(1r,2r)-(+)-(1,2-dimethyl-3-methylenecyclopentyl)acetaldehyde C[C@]1([C@@H](C(CC1)=C)C)CC=O